racemic-α-ethyl-2-oxo-1-pyrrolidineacetic acid C(C)[C@H](C(=O)O)N1C(CCC1)=O |r|